tert-butyl 9-methyl-8-oxo-4,5,8,9,10,11-hexahydro-1H-pyrido[3',4':3,4]pyrazolo[1,5-a][1,4]diazepine-2(3H)-carboxylate CN1C(C2=NN3C(CN(CCC3)C(=O)OC(C)(C)C)=C2CC1)=O